pentaerythritol tris(3-mercapto isobutyrate) SCC(C(=O)OCC(COC(C(CS)C)=O)(COC(C(CS)C)=O)CO)C